C(CCCCCCC\C=C/C\C=C/C\C=C/CC)(=O)OCOC1=NC2=CC(=CC=C2C=C1)OCCCCN1CCN(CC1)C1=CC=CC=2SC=CC21 (9Z,12Z,15Z)-(7-(4-(4-(benzo[b]thiophen-4-yl)piperazin-1-yl)butoxy)quinolin-2-yloxy)methyl octadeca-9,12,15-trienoate